1-Methyl-3-butylpyrrolidinium triflat [O-]S(=O)(=O)C(F)(F)F.C[NH+]1CC(CC1)CCCC